ClC1=CC=C(C=C1)C1=NNC(C1)C1=CC(=C(C=C1)O)OC 4-(3-(4-chlorophenyl)-4,5-dihydro-1H-pyrazol-5-yl)-2-methoxyphenol